CC(C(=O)N)(C=[N+]=[N-])C dimethyl-diazomethyl-acetamide